chloro-sulfur Cl[S]